N[C@H](C(=O)O)CC(=O)C1=C(C=CC(=C1)C1CCCCC1)N (S)-2-amino-4-(2-amino-5-cyclohexylphenyl)-4-oxobutanoic acid